CCCCCCCCCCCCCCCCCC(=O)N[C@@H](CO[C@H]1[C@@H]([C@H]([C@@H]([C@H](O1)CO)O[C@H]2[C@H]3[C@H]([C@H]([C@H](O2)CO)O)O[C@@]4(C[C@@H]([C@H]([C@@H](O4)[C@@H]([C@@H](CO)O)O)NC(=O)C)O)C(=O)N3)O)O)[C@@H](/C=C/CCCCCCCCCCCCC)O The molecule is a lactam obtained via formal condensation of the carboxy group of an N-acetylneuraminyl residue and the amino group of the adjacent galactosamine residue in the ganglioside (2S,3R,4E)-3-hydroxy-2-(stearoylamino)octadec-4-en-1-yl N-acetylneuraminyl-(2->3)-beta-D-galactosaminyl-(1->4)-beta-D-glucoside. It is an oxaspiro compound, an azaspiro compound, a lactam and a ganglioside derivative.